(±)-Trans-N-(chrysen-6-yl)-2-(5-fluoropyridin-2-yl)-4-oxoazetidin-3-yl 2-(trimethylsilyl)ethane-1-sulfonate C[Si](CCS(=O)(=O)O[C@H]1[C@@H](N(C1=O)C=1C=C2C=3C=CC=CC3C=CC2=C2C=CC=CC12)C1=NC=C(C=C1)F)(C)C |r|